COCC1=C(C(=O)OCC([C@H](C[C@H]2C(NCC2)=O)NC([C@@H](NC(=O)C=2NC3=CC=CC(=C3C2)OC)CC(C)C)=O)=O)C=CC=C1 (3S)-3-({N-[(4-methoxy-1H-indol-2-yl) carbonyl]-L-leucyl}amino)-2-oxo-4-[(3S)-2-oxopyrrolidin-3-yl]butyl 2-(methoxymethyl)benzoate